C1(=CC(=CC=C1)N(C=1C=C2C=CC(=CC2=CC1)/C=C/C1=CC=[N+](C=C1)CCCCS(=O)(=O)[O-])C=1C=C(C=CC1)C)C.C(C)(C)(CC)C1=C(OC2=C(C=CC=C2)C2=C(C(=NN2C)C(F)F)C(=O)N)C=C(C=C1)C(C)C 2-(2-tert-amyl-5-isopropylphenoxy)phenyl-1-methyl-3-difluoromethyl-1H-pyrazole-4-carboxamide (E)-4-(4-(2-(6-(di-m-tolylamino)naphthalen-2-yl)vinyl)pyridin-1-ium-1-yl)butane-1-sulfonate